FN1C(OC=C1)C(C)(C)C 3-fluoro-tert-butyl-oxazoline